4-[3-[2,6-Dichloro-4-(4-methylpiperazin-1-yl)benzoyl]-7-fluoro-2,4-dihydro-1,3-benzoxazin-8-yl]-5-fluoro-2-morpholin-4-ylbenzoic acid ClC1=C(C(=O)N2COC3=C(C2)C=CC(=C3C3=CC(=C(C(=O)O)C=C3F)N3CCOCC3)F)C(=CC(=C1)N1CCN(CC1)C)Cl